COC(=O)C1=C(N(C2=CC=CC=C12)[C@H](C)C1CCC(CC1)NC1(COC1)C)C.CC1=CC=C(C=C1)N1CCN(CC1)C1=CC=C(C=C1)C(NC1=CC=NC2=CC(=CC=C12)C(F)(F)F)=O 1-(4-methylphenyl)-4-{4-[(7-trifluoromethylquinolin-4-yl)carbamoyl]Phenyl}piperazine methyl-(R)-2-methyl-1-(1-(4-((3-methyloxetan-3-yl)amino)cyclohexyl)ethyl)-1H-indole-3-carboxylate